CS(=O)(=O)C1=CC=C(OC[C@@H]2C[C@H](N(C2)CCC=2C=C(C#N)C=CC2)C)C=C1 3-{2-[(2R,4R)-4-[(4-methanesulfonylphenoxy)methyl]-2-methylpyrrolidin-1-yl]ethyl}benzonitrile